(3'r)-5',5'-difluoro-2-oxo[1,3'-bipiperidine]-1'-carboxylic acid 6-methylpyridin-3-yl ester CC1=CC=C(C=N1)OC(=O)N1C[C@@H](CC(C1)(F)F)N1C(CCCC1)=O